N-[5-[4-(azetidin-3-yloxy)-2-methyl-pyrazol-3-yl]pyrazolo[1,5-a]pyridin-2-yl]cyclopropanecarboxamide N1CC(C1)OC1=C(N(N=C1)C)C1=CC=2N(C=C1)N=C(C2)NC(=O)C2CC2